O[C@H]1C[C@H](CC1)C=1C(=C(N(N1)C(C)(C)C)NC=1C=CC2=C(CCS2(=O)=O)C1)C |r| racemic-cis-5-{[5-(3-hydroxycyclopentyl)-4-methyl-2-(2-methylpropan-2-yl)pyrazol-3-yl]amino}-2,3-dihydro-1λ6-benzothiophene-1,1-dione